ClC1=C(N)C=C(C(=C1)F)N1N=C(N(C1=O)C(F)F)C([2H])([2H])[2H] 2-chloro-5-{4-(difluoromethyl)-3-[(2H3)methyl]-5-oxo-1,4-dihydro-1,2,4-triazol-1-yl}-4-fluoroaniline